NC[C@H]1NC([C@H](SCC1)C1=CC=C(C=C1)OC)=O (2R,5S)-5-(aminomethyl)-2-(4-methoxyphenyl)-1,4-thiazepan-3-one